COC1=CC(=CC=C1)OC 2,6-dimethoxybenzene